5-bromo-N7-methylfuro[2,3-c]pyridine-2,7-dicarboxamide BrC=1C=C2C(=C(N1)C(=O)NC)OC(=C2)C(=O)N